6-hydroxy-7-azaindole OC1=CC=C2C=CNC2=N1